1-(6-(trifluoromethyl)pyridin-2-yl)cyclopropan-1-amine FC(C1=CC=CC(=N1)C1(CC1)N)(F)F